ClC=1C=NC=C(C1[C@@H](C)OC=1C=C2C(=NNC2=CC1)C=1C=CC(=NC1)NC(=O)N1CC(CC1)O)Cl N-[5-[5-[(1R)-1-(3,5-dichloro-4-pyridyl)ethoxy]-1H-indazol-3-yl]-2-pyridyl]-3-hydroxy-pyrrolidine-1-carboxamide